5-((4-(((7-ethyl-6-oxo-5,6-dihydro-1,5-naphthyridin-3-yl)methyl)amino)cyclohexyl)amino)-N,6-dimethylpicolinamide C(C)C=1C(NC=2C=C(C=NC2C1)CNC1CCC(CC1)NC=1C=CC(=NC1C)C(=O)NC)=O